N-Cbz-cis-(1R,2S)-cyclohexanediamine C(=O)(OCC1=CC=CC=C1)NC1(CCCCC1)N